(2R)-1-(3-bromo-2-methyl-phenyl)-N-(2,2,2-trifluoroethyl)propan-2-amine BrC=1C(=C(C=CC1)C[C@@H](C)NCC(F)(F)F)C